O1[C@H](C1)C(=O)[O-].[Na+] sodium (R)-oxirane-2-carboxylate